N-[2-iodo-4-(isopropoxycarbonyl)phenyl]-3,5-dichlorobenzamide IC1=C(C=CC(=C1)C(=O)OC(C)C)NC(C1=CC(=CC(=C1)Cl)Cl)=O